CN1C(C(=C(C=C1C)C(F)(F)F)C1=C(C=C(C=C1)C[C@@H](C(=O)O)NC(C1=C(C=C(C=C1C)N1[C@H](COCC1)C(F)(F)F)F)=O)C)=O (S)-3-(4-(1,6-dimethyl-2-oxo-4-(trifluoromethyl)-1,2-dihydropyridin-3-yl)-3-methylphenyl)-2-(2-fluoro-6-methyl-4-((R)-3-(trifluoromethyl)morpholinyl)benzoylamino)propanoic acid